FC1CN(CCC1NC)C1=CC=CC=2N(C(N(C21)C)=O)C2C(NC(CC2)=O)=O 3-[4-[3-Fluoro-4-(methylamino)-1-piperidinyl]-3-methyl-2-oxo-benzoimidazol-1-yl]piperidine-2,6-dione